C(C1=CC=CC=C1)C1CN(CCN1)C(CCC=1C(=NN(C1C)C=1C=CC=2N(N1)C(=NN2)C)C)=O 1-(3-benzylpiperazin-1-yl)-3-(3,5-dimethyl-1-(3-methyl-[1,2,4]triazolo[4,3-b]pyridazin-6-yl)-1H-pyrazol-4-yl)propan-1-one